C(C)OC1=NC=CC=C1C1=CC(=C2C(=N1)C(=NN2C(C)C)C)NCC=2C=NNC2 5-(2-ethoxy-3-pyridinyl)-1-isopropyl-3-methyl-N-(1H-pyrazol-4-ylmethyl)pyrazolo[4,3-b]pyridin-7-amine